O\N=C\1/CCC2=CC(=CC=C12)C=1C(=NN(C1)CCO)C1=CC=NC=C1 2-[4-[(1E)-1-hydroxyimino-2,3-dihydroinden-5-yl]-3-pyridin-4-ylpyrazol-1-yl]ethanol